2-BENZYL-1,3-DIOXAN-5-OL C(C1=CC=CC=C1)C1OCC(CO1)O